(S)-2-((4-(5-((4-Chloro-2-fluorophenoxy)methyl)furan-2-carbonyl)-piperazin-1-yl)methyl)-1-(oxetan-2-ylmethyl)-1H-benzo[d]imidazole-6-carboxylic acid ClC1=CC(=C(OCC2=CC=C(O2)C(=O)N2CCN(CC2)CC2=NC3=C(N2C[C@H]2OCC2)C=C(C=C3)C(=O)O)C=C1)F